(2,4-dimethylcyclopentadienyl)silane CC=1C(C=C(C1)C)[SiH3]